ClC1=CC=C(S1)C=CC(=O)NC1=C(C(=NN1)C1=CC=NC=C1)C 3-(5-Chlorothiophen-2-yl)-N-(4-methyl-3-(pyridin-4-yl)-1H-pyrazol-5-yl)propenamide